OCCNC(CC)N N-(2-hydroxyethyl)propanediamine